CC(=CC(SC(C)C)=O)C S-Isopropyl 3-Methylbut-2-Enethioate